C1(=CC=CC=C1)N1C=C(C2=CC=CC=C12)C(=O)C1=CC=CC2=CC=CC=C12 1-phenyl-3-(1-naphthoyl)indole